N(=NCC(C)C=1N(CCN1)C(NCCC[Si](OCCC)(OCCC)OCCC)=O)CC(C)C=1N(CCN1)C(NCCC[Si](OCCC)(OCCC)OCCC)=O azobis[2-(1-(tripropoxysilylpropyl-carbamoyl)-2-imidazolin-2-yl)propane]